4-{5-[(R)-[1-(2,2-Difluoro-ethyl)-3-methyl-azetidin-3-yl]-hydroxy-(4-isopropyl-phenyl)-methyl]-pyridin-3-yl}-2-(6-methyl-pyridin-2-yl)-but-3-yn-2-ol FC(CN1CC(C1)(C)[C@@](C=1C=C(C=NC1)C#CC(C)(O)C1=NC(=CC=C1)C)(C1=CC=C(C=C1)C(C)C)O)F